2-(4-((5-Cyclopropyl-3-(2,6-dichlorophenyl)isoxazol-4-yl)methoxy)-2-oxabicyclo[2.2.2]octan-1-yl)benzo[d]thiazol C1(CC1)C1=C(C(=NO1)C1=C(C=CC=C1Cl)Cl)COC12COC(CC1)(CC2)C=2SC1=C(N2)C=CC=C1